FC1=NC=C(C(=C1)B(O)O)C(F)(F)F 2-FLUORO-5-(TRIFLUOROMETHYL)PYRIDINE-4-BORONIC ACID